trans-5-methyl-3-(methyl-vinyl)cyclohexene C[C@H]1C[C@@H](C=CC1)C=CC